C(C)(C)(C)NS(=O)(=O)C1=CC(=CC=C1)NC1=NC(=NC=C1C)NC1=CC=C(C=C1)N1CCN(CC1)C(CCCCNC=1C=C2C(N(C(C2=CC1)=O)C1C(NC(CC1)=O)=O)=O)=O N-(tert-butyl)-3-((2-((4-(4-(5-((2-(2,6-dioxopiperidin-3-yl)-1,3-dioxoisoindolin-5-yl)amino)pentanoyl)piperazin-1-yl)phenyl)amino)-5-methylpyrimidin-4-yl)amino)benzenesulfonamide